CN(C[C@H](CO)O)C (R)-3-(dimethylamino)propane-1,2-diol